4,4-dimethyl-1-(4-chlorophenyl)-1-pentene CC(CC=CC1=CC=C(C=C1)Cl)(C)C